2-amino-3,5-bis(trifluoromethyl)thiophenecarboxamide NC1(SC(=CC1C(F)(F)F)C(F)(F)F)C(=O)N